N-methoxy-N-methyl-4-(((tetrahydro-2H-pyran-2-yl)oxy)methyl)bicyclo[2.1.1]hexane-1-carboxamide CON(C(=O)C12CCC(C1)(C2)COC2OCCCC2)C